C(#N)[Au]C#N Dicyanogold